ClN(Cl)B dichloroaminoborane